(2-(4-amino-5-bromo-6-(diethoxymethyl)-7H-pyrrolo[2,3-d]pyrimidin-7-yl)-2-methylpropyl)carbamic acid tert-butyl ester C(C)(C)(C)OC(NCC(C)(C)N1C(=C(C2=C1N=CN=C2N)Br)C(OCC)OCC)=O